CN1N=NC2=C1C=CC(=C2C)C(C(C(=O)O)(C)C)C2=CC(=C(C=C2)C)CN2C[C@H](OC1=C(C=C3C=NN(C3=C1)C)C2)CC 3-(1,4-dimethyl-1H-benzo[d][1,2,3]triazol-5-yl)-3-(3-(((R)-8-ethyl-1-methyl-1,5,7,8-tetrahydro-6H-[1,4]oxazepino[6,7-f]indazol-6-yl)methyl)-4-methylphenyl)-2,2-dimethylpropionic acid